2-(5-(2-chloro-4-(2-((3aR,6aS)-tetrahydro-1H-furo[3,4-c]pyrrol-5(3H)-yl)ethoxy)Phenyl)pyridin-2-yl)-N-(2-fluorobenzyl)acetamide ClC1=C(C=CC(=C1)OCCN1C[C@@H]2[C@H](C1)COC2)C=2C=CC(=NC2)CC(=O)NCC2=C(C=CC=C2)F